Dimethyl 2-bromoterephthalate BrC1=C(C(=O)OC)C=CC(=C1)C(=O)OC